N-(2-hydroxyethyl)-N,N-dimethyl-N-(2,2'-dihydroxymethylbutyl)ammonium hydroxide [OH-].OCC[N+](CC(CC)(CO)CO)(C)C